C1(CC1)NS(=O)(=O)C=1C=NC2=CC(=CC(=C2C1NC=1C=C(C(=O)NO)C=C(C1)OC1=CC(=CC(=C1)F)F)F)C=1C(=NC(=NC1)OC)OC 3-((3-(N-cyclopropylaminosulfonyl)-7-(2,4-dimethoxypyrimidin-5-yl)-5-fluoroquinolin-4-yl)amino)-5-(3,5-difluorophenoxy)-N-hydroxybenzoamide